CC1=CC=CC(=N1)C(=O)N[C@@H](C(=O)N1CCC2(CC1)C(CN(CC2)C)C2=CC=CC=C2)C(C)C 6-methyl-N-((2R)-3-methyl-1-(9-methyl-7-phenyl-3,9-diazaspiro[5.5]undecan-3-yl)-1-oxobutan-2-yl)picolinamide